(1R,6R)-2',6'-diacetoxy-4'-pentyl-6-(propan-1-en-2-yl)-1,4,5,6-tetrahydro-[1,1'-biphenyl]-3-carboxylic acid C(C)(=O)OC1=C(C(=CC(=C1)CCCCC)OC(C)=O)[C@@H]1C=C(CC[C@H]1C(=C)C)C(=O)O